{4-[4-(2-azetidin-1-yl-phenyl)-piperazin-1-yl]-2-cyclopropyl-quinazolin-6-yl}-dimethyl-amine N1(CCC1)C1=C(C=CC=C1)N1CCN(CC1)C1=NC(=NC2=CC=C(C=C12)N(C)C)C1CC1